(S)-4-(1-(1-(3-methoxybenzyl)-6-(trifluoromethyl)-2,3-dihydro-1H-imidazo[1,2-b]pyrazole-7-carboxamido)ethyl)benzoic Acid COC=1C=C(CN2CCN3N=C(C(=C32)C(=O)N[C@@H](C)C3=CC=C(C(=O)O)C=C3)C(F)(F)F)C=CC1